(1r,2s,3r,5r)-3-amino-5-(hydroxymethyl)-1,5-dimethylcyclopentane-1,2-diol hydrochloride Cl.N[C@H]1[C@@H]([C@@]([C@@](C1)(C)CO)(O)C)O